C1(=CC=C(C=C1)OC=1C(N(C(C1)=O)CC1CCOCC1)=O)C1=CC=CC=C1 3-([1,1'-biphenyl]-4-oxy)-1-((tetrahydro-2H-pyran-4-yl)methyl)-1H-pyrrole-2,5-dione